C(CCCCCCCCCCC)(=O)OCCN(CCN(CC)CC)CCOC(OC(CCCCC(=O)OCC(CCCCCCCC)CCCCCC)CCCCCC)=O 2-hexyldecyl 6-(2-(dodecanoyloxy) ethyl)-3-ethyl-12-hexyl-10-oxo-9,11-dioxa-3,6-diazahexadecane-16-carboxylate